ClC1=CN=C(C=C1C=O)F 5-CHLORO-2-FLUOROISONICOTINALDEHYDE